S1C(=NC2=C1C=CC=C2)COC=2C=C1C(=CC(=NC1=CC2)C(=O)OCC)C(=O)N2CCCCC2 Ethyl 6-(benzo[d]thiazol-2-ylmethoxy)-4-(piperidine-1-carbonyl)quinoline-2-carboxylate